tert-Butyl 4-(5-chlorooxazolo[4,5-b]pyridin-2-yl)-3-(hydroxymethyl)piperazine-1-carboxylate ClC1=CC=C2C(=N1)N=C(O2)N2C(CN(CC2)C(=O)OC(C)(C)C)CO